C[C@H]1CC[C@@H](NC1)C=1C=CC2=C(N=C(S2)C2N(CCC2)C)C1 5-((2R,5S)-5-methylpiperidin-2-yl)-2-(1-methylpyrrolidin-2-yl)benzo[d]thiazole